5-(3,6-diazabicyclo[3.1.1]heptan-3-yl)-N-(1-(1-isopropyl-2-oxo-1,2-dihydrobenzo[cd]indol-6-yl)cyclopropyl)benzamide C12CN(CC(N1)C2)C=2C=CC=C(C(=O)NC1(CC1)C=1C=3C4=C(C(N(C4=CC1)C(C)C)=O)C=CC3)C2